OC1CN(CCC1)CCNC(=O)C1=NC=CN=C1 N-(2-(3-hydroxypiperidin-1-yl)ethyl)pyrazine-2-carboxamide